N-[(2S)-2-(4-bromo-2-methyl-pyrazol-3-yl)oxypropyl]-N-methyl-carbamic acid tert-butyl ester C(C)(C)(C)OC(N(C)C[C@H](C)OC=1N(N=CC1Br)C)=O